3-{1-[(2-Methylphenyl)methyl]-5-oxopyrrolidin-2-yl}-3-oxo-2-(1λ4-thiolan-1-ylidene)-propanenitrile CC1=C(C=CC=C1)CN1C(CCC1=O)C(C(C#N)=S1CCCC1)=O